C(#N)C=1C=CC(=NC1)N[C@@H]1CC[C@H](CC1)N(C(=O)NCC1CC1)C1=CC=C(C=C1)C=1C=NN(C1)C 1-(trans-4-((5-cyanopyridin-2-yl)amino)cyclohexyl)-3-(cyclopropylmethyl)-1-(4-(1-methyl-1H-pyrazol-4-yl)phenyl)urea